C(C)(C)(CC)O[Ti](OC(C)(C)CC)(OC(C)(C)CC)OC(C)(C)CC tetratertiarypentoxytitanium